N1(CCC1)C1=CC(=C(C=N1)C1=CC(=NC=C1OC)Cl)C(=O)NC=1SC(=NN1)OC 6-(azetidin-1-yl)-2'-chloro-5'-methoxy-N-(5-methoxy-1,3,4-thiadiazol-2-yl)-[3,4'-bipyridine]-4-carboxamide